C1OCC12CN(C2)C2=NC=CC(=N2)COC2=CC=C(C=C2)C2(CCC2)C2=CC=C(OC1CC(C1)NC=1C=C3C(N(C(C3=CC1)=O)C1C(NC(CC1)=O)=O)=O)C=C2 5-(((1s,3s)-3-(4-(1-(4-((2-(2-oxa-6-azaspiro[3.3]heptane-6-yl)pyrimidin-4-yl)methoxy)phenyl)cyclobutyl)phenoxy)cyclobutyl)amino)-2-(2,6-dioxopiperidin-3-yl)isoindolin-1,3-dione